(1RS,3SR)-5'-Bromo-4'-chloro-N-methyl-1',2'-dihydrospiro[cyclopentane-1,3'-pyrrolo[2,3-b]pyridine]-3-carboxamide BrC=1C(=C2C(=NC1)NC[C@]21C[C@H](CC1)C(=O)NC)Cl |r|